Cl.Cl.NC(C)(C(C)(C)N)C 2,3-diamino-2,3-dimethylbutane dihydrochloride